6-bromo-1-(4-(1-methyl-4-(trifluoromethyl)-1H-imidazol-2-yl)benzyl)-2,3-dihydro-1H-pyrrolo[3,2-c]pyridine BrC1=CC2=C(C=N1)CCN2CC2=CC=C(C=C2)C=2N(C=C(N2)C(F)(F)F)C